FC1=C(C(=CC=C1)F)C1CN(C1)C=1C=C2CCC(C2=CC1)N1CCC(CC1)C(=O)O (5-(3-(2,6-difluorophenyl)azetidin-1-yl)-2,3-dihydro-1H-inden-1-yl)piperidine-4-carboxylic acid